N,N-dimethyl-5-(piperidin-4-ylamino)quinoline-8-carboxamide hydrochloride Cl.CN(C(=O)C=1C=CC(=C2C=CC=NC12)NC1CCNCC1)C